BrC1=CC=C2C(=C(C(=NC2=C1)C1CC1)C(=O)NCC1=CC=C(C=C1)F)C 7-bromo-2-cyclopropyl-N-[(4-fluorophenyl)-methyl]-4-methyl-quinoline-3-carboxylic acid amide